[2-fluoro-4-(trifluoromethyl)phenyl]methanamine FC1=C(C=CC(=C1)C(F)(F)F)CN